COC1=NN(C=N1)[C@H]1C[C@@H](CCC1)NC1=NC=C(C(=N1)OC1COC1)C(F)(F)F N-[(1R,3R)-3-(3-methoxy-1,2,4-triazol-1-yl)cyclohexyl]-4-(oxetan-3-yloxy)-5-(trifluoromethyl)pyrimidin-2-amine